NCCCCCCN1C(=CC=C1)C=O 1-(6-aminohexyl)-1H-pyrrole-2-carbaldehyde